N-(6-fluoropyridin-3-yl)-5-(2-(((1s,4s)-4-hydroxy-4-(trifluoromethyl)cyclohexyl)amino)-2-oxoacetyl)-1,2,4-trimethyl-1H-pyrrole-3-carboxamide FC1=CC=C(C=N1)NC(=O)C1=C(N(C(=C1C)C(C(=O)NC1CCC(CC1)(C(F)(F)F)O)=O)C)C